CN(CCN(C1=C(C=C(C(=C1)OC)NC1=NC=CC(=N1)C1=CN(C2=C(C=CC=C12)F)C)NC(C=C)=O)C)C N-[2-[[2-(dimethylamino)ethyl]methylamino]-5-[[4-(7-fluoro-1-methyl-1H-indol-3-yl)-2-pyrimidinyl]amino]-4-methoxyphenyl]-2-propenamide